C(CCC)(=O)C1=CC(=C(C=N1)C=1C(N(C2=CC(=NC=C2C1)Cl)CCO[Si](C)(C)C(C)(C)C)=O)C 3-(6-butanoyl-4-methylpyridin-3-yl)-1-{2-[(tert-butyldimethylsilyl)oxy]ethyl}-7-chloro-1,6-naphthyridin-2-one